O1CCOC12CCC(CC2)CCC2CCN(CC2)C(=O)OC(C)(C)C tert-butyl 4-[2-(1,4-dioxaspiro[4.5]decan-8-yl)ethyl]piperidine-1-carboxylate